2-((2,6-dichloro-3-methylbenzyl)thio)-5-(pyrazin-2-yl)-1,3,4-thiadiazole ClC1=C(CSC=2SC(=NN2)C2=NC=CN=C2)C(=CC=C1C)Cl